C1(=CC=C(C=C1)C(C(=O)O)(CCC(CCCC(=O)O)(C(=O)OCC)C(=O)OCC)C1=CC=CC=C1)C1=CC=CC=C1 2-([1,1'-biphenyl]-4-yl)-5,5-bis(ethoxycarbonyl)-2-phenylazelaic acid